tert-butyl 6-benzyloxy-1,3-dihydropyrrolo[3,4-c]pyridine-2-carboxylate C(C1=CC=CC=C1)OC1=CC2=C(C=N1)CN(C2)C(=O)OC(C)(C)C